8-fluoro-3-(5-fluoro-3,3,4,4-tetramethyl-3,4-dihydroisoquinoline-1-yl)quinoline FC=1C=CC=C2C=C(C=NC12)C1=NC(C(C2=C(C=CC=C12)F)(C)C)(C)C